4-(piperidin-4-yl)-3,4-dihydroquinoxalin-2(1H)-thione N1CCC(CC1)N1CC(NC2=CC=CC=C12)=S